methyl (2-(3-(5-((dicyclopropylmethyl)carbamoyl)-1-(2-hydroxyethyl)-1H-pyrazol-3-yl)phenyl)oxazole-5-carbonyl)-L-valinate C1(CC1)C(C1CC1)NC(=O)C1=CC(=NN1CCO)C=1C=C(C=CC1)C=1OC(=CN1)C(=O)N[C@@H](C(C)C)C(=O)OC